S1C(CC1)C(=O)OCC ethyl thietane-2-carboxylate